C(C1=CC=CC=C1)OCCOC1=C(C=CC(=C1)Cl)C(C(=O)N1CCC2=CC=C(C=C12)C(F)(F)F)Br 2-(2-(2-(benzyloxy)ethoxy)-4-chlorophenyl)-2-bromo-1-(6-(trifluoromethyl)indolin-1-yl)ethanone